NC1=NN2C(C=C(C=C2)C=2C(=C(C(=O)NC[C@]([C@@H](O)C3=CC=C(C=C3)F)(C)F)C(=CC2)C)F)=N1 3-(2-amino-[1,2,4]triazolo[1,5-a]pyridin-7-yl)-2-fluoro-N-((2S,3S)-2-fluoro-3-(4-fluorophenyl)-3-hydroxy-2-methylpropyl)-6-methylbenzamide